O1C=C(C=C1)C1=CC2=C(C=N1)C(OC(O2)(C)C)=O 7-(furan-3-yl)-2,2-dimethyl-4H-[1,3]-dioxino[5,4-c]pyridin-4-one